Hydroxymethylene-Diphosphonate OC(P([O-])([O-])=O)P([O-])([O-])=O